ClC=1C(=C(SC1)Cl)C(=O)O dichlorothiophene-3-carboxylic acid